3,4-dihydro-1,2-dithiazin S1SNCC=C1